C(C)(C)C1=NSC2=C1C=C(C=C2C(=O)O)C(F)(F)F 3-isopropyl-5-(trifluoromethyl)-1,2-benzothiazole-7-carboxylic acid